Di(t-butylamino)silane tert-butyl-4-picolinate C(C)(C)(C)OC(C1=CC=NC=C1)=O.C(C)(C)(C)N[SiH2]NC(C)(C)C